3-((2-ethylhexyl)oxy)-5-pentadecylphenyl 2-hydroxy-2-methylpropanoate OC(C(=O)OC1=CC(=CC(=C1)CCCCCCCCCCCCCCC)OCC(CCCC)CC)(C)C